FC(C(=O)O)(F)F.CC1=C2C(C(=CN(C2=NC=C1)C=1SC=CN1)C(=O)O)=O 5-methyl-4-oxo-1-(1,3-thiazol-2-yl)-1,4-dihydro-1,8-naphthyridine-3-carboxylic acid trifluoroacetate